2-fluoro-N-(6-(6-fluoro-7-(isopropylamino)-5-(trifluoromethyl)-1H-indazol-4-yl)imidazo[1,2-a]pyrazin-2-yl)cyclopropane-1-carboxamide FC1C(C1)C(=O)NC=1N=C2N(C=C(N=C2)C2=C3C=NNC3=C(C(=C2C(F)(F)F)F)NC(C)C)C1